NC1=CC(=NC(=C1)C(F)(F)F)[C@@H](C)NC1=C2C(=C(N=N1)C)C=NC(=C2)N2[C@H]1CO[C@@H](C2)C1 N-((R)-1-(4-amino-6-(trifluoromethyl)pyridin-2-yl)ethyl)-7-((1R,4R)-2-oxa-5-azabicyclo[2.2.1]hept-5-yl)-4-methylpyrido[3,4-d]pyridazin-1-amine